1,4-bis(isooctyloxy)-2,5-diiodobenzene C(CCCCC(C)C)OC1=C(C=C(C(=C1)I)OCCCCCC(C)C)I